neodymium-barium [Ba].[Nd]